C(CCCCC)C(C(=O)NC(CCSCCC(=O)OCCCCCCCCCCCCC)C(NCCCN1CCCC1)=O)CCCCCCCC tridecyl 3-((3-(2-hexyldecanamido)-4-oxo-4-((3-(pyrrolidine-1-yl)propyl)amino)butyl)thio)propanoate